NC[C@@H](C(=O)NC=1C=CC=C2C(=CNC12)C=1C(=NNC1)F)C1=CC=CC=C1 (S)-3-amino-N-(3-(3-fluoro-1H-pyrazol-4-yl)-1H-indol-7-yl)-2-phenylpropionamide